N-(2-(4-(tert-butyl)phenyl)quinolin-7-yl)acrylamide C(C)(C)(C)C1=CC=C(C=C1)C1=NC2=CC(=CC=C2C=C1)NC(C=C)=O